2,2'-oxybis[ethanol] O(CCO)CCO